8-bromo-5-((furan-2-ylmethyl)amino)imidazo[1,5-c]pyrimidine-1-carboxylic acid ethyl ester C(C)OC(=O)C=1N=CN2C(=NC=C(C21)Br)NCC=2OC=CC2